(4-((6-(benzyloxy)-2-bromobenzo[b]thiophen-3-yl)oxy)phenoxy)-1-(3-fluoropropyl)azetidine C(C1=CC=CC=C1)OC=1C=CC2=C(SC(=C2OC2=CC=C(OC3N(CC3)CCCF)C=C2)Br)C1